N(=C=O)CCOC(C(CC(=O)OCCN=C=O)N=C=O)=O bis(2-isocyanatoethyl)-2-isocyanato-succinate